[1-[[6-chloro-2-(1-methylpyrazol-4-yl)-3-pyridinyl]amino]ethyl]-4,7-dimethyl-3-(2-morpholinylethyl)pyrazolo[3,4-c]isoquinolin-5-one ClC1=CC=C(C(=N1)C=1C=NN(C1)C)NC(C)C1=NN(C=2N(C(C=3C=C(C=CC3C21)C)=O)C)CCN2CCOCC2